ClC1=C(C=CC=C1)N1C=2N(C3=C(C1)C=NC(=N3)SC)CCN2 6-(2-chlorophenyl)-2-(methylthio)-8,9-dihydroimidazo[1,2-a]pyrimido[5,4-e]pyrimidine